N1(CCCC1)CC1=CC=C(CC2=CC=3N=C(N=C(C3C=N2)N)N)C=C1 7-(4-(pyrrolidin-1-ylmethyl)benzyl)pyrido[4,3-d]pyrimidine-2,4-diamine